3,3'-bipyridin-5-amine N1=CC(=CC(=C1)N)C=1C=NC=CC1